((3R)-4-amino-3-methyl-1,3-dihydrofuro[3,4-c][1,7]naphthyridin-8-yl)((3S,5R)-3-methyl-5-(5-(trifluoromethoxy)-2-pyridinyl)-4-morpholinyl)methanone NC1=NC=2C=NC(=CC2C2=C1[C@H](OC2)C)C(=O)N2[C@H](COC[C@H]2C2=NC=C(C=C2)OC(F)(F)F)C